FC1=CC=C(C=C1)C1=C(N(C=N1)C(C)C)C=1OC=C(N1)C(=O)NC1=NC=C(C=C1)C1CN(C1)C([2H])([2H])[2H] 2-[5-(4-fluorophenyl)-3-isopropyl-imidazol-4-yl]-N-[5-[1-(trideuteriomethyl)azetidin-3-yl]-2-pyridyl]oxazole-4-carboxamide